5-(bromomethyl)-2-(p-tolyloxy)pyridine BrCC=1C=CC(=NC1)OC1=CC=C(C=C1)C